COC1=CC=C(CN(C=2C3=C(N=C(N2)OCCCC)C(=CC(N3)=O)CCCCCN3CCCC3)CC3=CC=C(C=C3)OC)C=C1 4-(bis(4-methoxybenzyl)amino)-2-butoxy-8-(5-(pyrrolidin-1-yl)pentyl)pyrido[3,2-d]pyrimidin-6(5H)-one